CC=1C=C(C=CC1C)C1C(N(CC1)C1=CC(=C(C=C1)C)C)=O (3,4-dimethylphenyl)-1-(3,4-dimethylphenyl)-pyrrolidine-2-one